bis(trifluoromethylsulfonyl)Amide FC(S(=O)(=O)[N-]S(=O)(=O)C(F)(F)F)(F)F